C12CN(CC(CC1)O2)C(=O)N2CC1=C(C=C(C=C1CC2)C=2C=C1C(=NC2)NC=C1C)[C@H]1NCCC1 (8-oxa-3-azabicyclo[3.2.1]oct-3-yl)(6-(3-methyl-1H-pyrrolo[2,3-b]pyridin-5-yl)-8-((S)-pyrrolidin-2-yl)-3,4-dihydroisoquinolin-2(1H)-yl)methanone